FC(CN1C(=NC2=C1C=C(C=C2F)C=2C(=CN1N=C(N=C(C12)OC)N[C@@H]1[C@@H](CN(CC1)C1COC1)F)F)C)F 5-(1-(2,2-difluoroethyl)-4-fluoro-2-methyl-1H-benzo[d]imidazol-6-yl)-6-fluoro-N-((3R,4S)-3-fluoro-1-(oxetan-3-yl)piperidin-4-yl)-4-methoxypyrrolo[2,1-f][1,2,4]triazin-2-amine